N-(trans-4-hydroxytetrahydrofuran-3-yl)-2-methyl-5-((1-methyl-1H-imidazol-2-yl)methoxy)benzofuran-3-carboxamide O[C@H]1[C@@H](COC1)NC(=O)C1=C(OC2=C1C=C(C=C2)OCC=2N(C=CN2)C)C